(1R,2S,5S)-N-[cyano-(1,2-dimethyl-6-oxo-pyrimidin-4-yl)methyl]-3-[(2S)-3,3-dimethyl-2-[(2,2,2-trifluoroacetyl)amino]butanoyl]-6,6-dimethyl-3-azabicyclo[3.1.0]hexane-2-carboxamide C(#N)C(NC(=O)[C@@H]1[C@H]2C([C@H]2CN1C([C@H](C(C)(C)C)NC(C(F)(F)F)=O)=O)(C)C)C=1N=C(N(C(C1)=O)C)C